3-(Imidazo[1,2-b]pyridazin-3-ylethynyl)-4-methyl-N-(2-methyl-1,2,3,4-tetrahydroisoquinolin-7-yl)benzamide N=1C=C(N2N=CC=CC21)C#CC=2C=C(C(=O)NC1=CC=C3CCN(CC3=C1)C)C=CC2C